C(C)C(CN(CC(CCCC)CC)CN1N=NC2=C1C=CC=C2)CCCC 1-{N,N-bis(2-ethylhexyl)aminomethyl}benzotriazole